BrC=1C=CC2=CN(N=C2C1)C1=C(C#N)C=C(C=C1)OC=1C=NC=C(C1)C1=CC(=C(C=C1)F)F 2-(6-bromo-2H-indazol-2-yl)-5-((5-(3,4-difluorophenyl)pyridin-3-yl)oxy)benzonitrile